NC1=C(C(N(C2=CC(=CC=C12)NCC(F)(F)F)C1=CC=C(C=C1)N)=O)C(=O)OC methyl 4-amino-1-(4-aminophenyl)-7-((2,2,2-trifluoroethyl) amino)-2-oxo-1,2-dihydroquinoline-3-carboxylate